tri(2,3-dibromopropyl)benzotriazole BrC(CC=1C(=C(C2=C(NN=N2)C1)CC(CBr)Br)CC(CBr)Br)CBr